C[C@@](C(=O)O[C@H]1C(O[C@@](CC1)(C=C)C)(C)C)(C1(CCCC1)CC1OCC(CO1)(C)C)N (3R,6S)-2,2,6-trimethyl-6-vinyl-tetrahydro-2H-pyran-3-ol methyl-(S)-2-amino-2-(1-((5,5-dimethyl-1,3-dioxanyl)methyl)cyclopentyl)acetate